2-bromo-N-(5-(2-(cis-2-(hydroxymethyl)-6-methylmorpholino)acetamido)-2-methylpyridin-3-yl)pyrazolo[5,1-b]thiazole-7-carboxamide BrC1=CN2C(S1)=C(C=N2)C(=O)NC=2C(=NC=C(C2)NC(CN2C[C@@H](O[C@@H](C2)C)CO)=O)C